ClC=1C=C(C=CC1F)NC1=NC=NC2=CC(=C(C=C12)NC(C=C)=O)OCCCN1CCN(CC1)CCCCCNC1=C2CN(C(C2=CC=C1)=O)C1C(NC(CC1)=O)=O N-(4-((3-chloro-4-fluorophenyl)amino)-7-(3-(4-(5-((2-(2,6-dioxopiperidin-3-yl)-1-oxoisoindolin-4-yl)amino)pentyl)piperazin-1-yl)propoxy)quinazolin-6-yl)acrylamide